NC1=CC=CC=C1 para-amino-benzene